((3-(4-chlorophenyl)propyl)sulfonyl)-6,7-difluoro-2,3,4,9-tetrahydro-1H-carbazole ClC1=CC=C(C=C1)CCCS(=O)(=O)C1CCCC=2C3=CC(=C(C=C3NC12)F)F